N1CCCC=C1 Tetrahydropyridin